C1(CC1)N1C(=CC=2N=NC(=CC21)C2=C(C=CC=C2)O)[C@@H]2CN(CC2)C2=C(C=C(C=N2)C2=NOC(=C2)C(C(=O)OC)C(C)C)C methyl 2-(3-{6-[(3S)-3-[5-cyclopropyl-3-(2-hydroxyphenyl) pyrrolo[3,2-c]pyridazin-6-yl] pyrrolidin-1-yl]-5-methylpyridin-3-yl}-1,2-oxazol-5-yl)-3-methylbutanoate